C(C)OC(/C(=C/[C@H](C(C)C)N(C([C@H](C(C)(C)C)NC(C(C(C)(C)C1=CC=C(C(=O)OC(C)(C)C)C=C1)NC)=O)=O)C)/C)=O tert-butyl 4-(4-(((S)-1-(((S,E)-6-ethoxy-2,5-dimethyl-6-oxohex-4-en-3-yl)(methyl)amino)-3,3-dimethyl-1-oxobutan-2-yl)amino)-2-methyl-3-(methylamino)-4-oxobutan-2-yl)benzoate